BrC1=CC=2C(C3=CC=CC=C3C(C2C=C1)=O)=O 2-bromoanthraquinone